(9-phenyl-9H-carbazol-2-yl)boronic acid C1(=CC=CC=C1)N1C2=CC=CC=C2C=2C=CC(=CC12)B(O)O